FCCNCC(CC1=CC=C(C=C1)\C=C\C1=CC=C(C=C1)CN1CCOCC1)C1=C(C(NC=N1)=O)O (E)-6-(1-((2-fluoroethyl)amino)-3-(4-(4-(morpholinomethyl)styryl)phenyl)propan-2-yl)-5-hydroxypyrimidin-4(3H)-one